3a,4,5,6,7,7a-hexahydro-1H-4,7-methanoinden-1-yl butyrate C(CCC)(=O)OC1C=CC2C3CCC(C12)C3